CCCCCCCCCCCCCCCCCCCCC(=O)N[C@@H](COP(=O)([O-])OCC[N+](C)(C)C)[C@@H]([C@@H](CCCCCCCCCCC(C)C)O)O The molecule is an N-acyl-4-hydroxy-15-methylhexadecasphinganine-1-phosphocholine in which the acyl group has 21 carbons and 0 double bonds. It derives from a 15-methylhexadecaphytosphingosine.